2-{3-phenylbicyclo[1.1.1]pentan-1-yl}ethanol C1(=CC=CC=C1)C12CC(C1)(C2)CCO